3-(4-((4-Aminopiperidin-1-yl)methyl)-2-methoxybenzyl)-5-butoxy-1H-pyrazolo[4,3-d]pyrimidine-7-amine formate C(=O)O.NC1CCN(CC1)CC1=CC(=C(CC2=NNC3=C2N=C(N=C3N)OCCCC)C=C1)OC